ClCN1C(C=CC1=O)=O N-(chloromethyl)maleimide